(6R,10S)-6,10,13-Trimethyltetradecan-2-one C[C@@H](CCCC(C)=O)CCC[C@@H](CCC(C)C)C